(E)-N-(2-(3-(hydroxyamino)-3-oxoprop-1-en-1-yl)phenyl)-2-(pyridin-3-yloxy)benzamide ONC(/C=C/C1=C(C=CC=C1)NC(C1=C(C=CC=C1)OC=1C=NC=CC1)=O)=O